IC1=C(C(C(C1(F)F)(F)F)(F)F)F 1-iodo-2,3,3,4,4,5,5-heptafluorocyclopentene